C(C1=CC=CC=C1)N1N=C(C=C1C(=O)N[C@H](C(=O)NC)CC1=CC(=CC=C1)Br)C1=CC(=CC=C1)[N+](=O)[O-] (S)-1-Benzyl-N-(3-(3-bromophenyl)-1-(methylamino)-1-oxopropan-2-yl)-3-(3-nitrophenyl)-1H-pyrazole-5-carboxamide